ClC=1C=CC(=C(C1)C1=CC=CC=C1)O 5'-chloro-2'-hydroxy[1,1'-biphenyl]